O1COC2=C1C=CC(=C2)C[C@H](C)CC(=O)N [(1s)-2-(1,3-Benzodioxol-5-yl)-1-methyl-ethyl]acetamide